C1(=CC=CC2=CC=CC=C12)C(C)N1CCC(CC1)N(S(=O)(=O)C)CC(=O)NC(C(=O)N)C 2-(2-(N-(1-(1-(naphthalen-1-yl)ethyl)piperidin-4-yl)methanesulfonamido)acetamido)propanamide